O.O.[Sn]Cl tin(I) chloride dihydrate